DL-Phenylglycine N[C@H](C1=CC=CC=C1)C(=O)O |r|